5-((1R,4R)-2-oxa-5-azabicyclo[2.2.1]heptan-5-yl)-N-(3-(difluoromethyl)-1-(1-(3-(piperidin-4-yl)prop-2-yn-1-yl)piperidin-4-yl)-1H-pyrazol-4-yl)pyrazolo[1,5-a]pyrimidine-3-carboxamide [C@H]12OC[C@H](N(C1)C1=NC=3N(C=C1)N=CC3C(=O)NC=3C(=NN(C3)C3CCN(CC3)CC#CC3CCNCC3)C(F)F)C2